C(C)(=O)N1[C@@H](CN(CC1)C1=NC=C(C=N1)C=1C=CC=2C(N3N(C2C1)[C@H](CC3)C3=C(C=CC=C3)OC(F)F)=O)C (R)-6-(2-((R)-4-acetyl-3-methylpiperazin-1-yl)pyrimidin-5-yl)-3-(2-(difluoromethoxy)phenyl)-2,3-dihydropyrazolo[1,2-a]indazol-9(1H)-one